COC1=CC=C(C=C1)[C@]1(COCC1)CO (S)-(3-(4-methoxyphenyl)tetrahydrofuran-3-yl)methanol